tert-Butyl N-[5-[[2-[(2S,5R)-2-[(1S,3S)-3-hydroxycyclohexyl]-5-methyl-1-piperidyl]-2-oxo-acetyl]amino]-3-methyl-2-pyridyl]carbamate O[C@@H]1C[C@H](CCC1)[C@H]1N(C[C@@H](CC1)C)C(C(=O)NC=1C=C(C(=NC1)NC(OC(C)(C)C)=O)C)=O